BrC=1C=2N(C=C(C1)C1CC1)C=C(N2)[C@@H]2N(C[C@H](C2)O[Si](C(C)C)(C(C)C)C(C)C)C2=CC=C1C(=CC(=NC1=C2)[C@@H]2[C@H](C2)C2=NC=CC(=N2)C)OC |o1:39,40| 7-((2R,4S)-2-(8-bromo-6-cyclopropylimidazo[1,2-a]pyridin-2-yl)-4-((triiso-propylsilyl)oxy)pyrrolidin-1-yl)-4-methoxy-2-((1S*,2S*)-2-(4-methylpyrimidin-2-yl)cyclopropyl)quinoline